N-Allylthiophene-2-carboxamide C(C=C)NC(=O)C=1SC=CC1